2-(2,6-dioxopiperidin-3-yl)-1-oxo-6-(trifluoromethyl)isoindoline-5-carboxylic acid O=C1NC(CCC1N1C(C2=CC(=C(C=C2C1)C(=O)O)C(F)(F)F)=O)=O